N1C=NC2=C1C=C(C=C2)N(C(=O)[C@@H]2N(CC2)S(=O)(=O)C2=C(C(=C(C(=C2F)F)F)F)F)CC2=CC=C(C=C2)C2CCCCC2 (R)-N-(1H-benzo[d]imidazol-6-yl)-N-(4-cyclohexylbenzyl)-1-((perfluorophenyl)sulfonyl)azetidine-2-carboxamide